OCC1=C(C=CC=C1)NC=1N=C(N=NC1C(=O)NC([2H])([2H])[2H])NC1=C(C=C2CCN(CC2=C1)C)OC ((2-(hydroxymethyl)phenyl)amino)-3-((6-methoxy-2-methyl-1,2,3,4-tetrahydroisoquinolin-7-yl)amino)-N-(methyl-d3)-1,2,4-triazine-6-carboxamide